(S)-(1-(2-chloropyrrolo[2,1-f][1,2,4]triazin-4-yl)-4,4-difluoropyrrolidin-2-yl)methanol ClC1=NN2C(C(=N1)N1[C@@H](CC(C1)(F)F)CO)=CC=C2